1-(2,6,6-trimethyl-2-cyclohexen-1-yl)-1-penten-3-one CC=1C(C(CCC1)(C)C)C=CC(CC)=O